4-(6-(4-chlorophenyl)-2-(pyridin-3-yl)pyrimidin-4-yl)thiomorpholine ClC1=CC=C(C=C1)C1=CC(=NC(=N1)C=1C=NC=CC1)N1CCSCC1